2-Acryloyloxy-2'-hydroxy-azobenzene C(C=C)(=O)OC1=C(C=CC=C1)N=NC1=C(C=CC=C1)O